ClC1=C(C=C2C(NC(=NC2=C1)CCl)=O)OC 7-chloro-2-(chloromethyl)-6-methoxy-3H-quinazolin-4-one